tert-butyl (5S)-5-[[(R)-tert-butylsulfinyl]amino]-3-(tetrahydropyran-2-yloxymethyl)spiro[5,7-dihydrocyclopenta[b]pyridine-6,4'-piperidine]-1'-carboxylate C(C)(C)(C)[S@@](=O)N[C@@H]1C=2C(=NC=C(C2)COC2OCCCC2)CC12CCN(CC2)C(=O)OC(C)(C)C